(1S,2S,4R,5R,6S,7S)-N-(6-methoxypyridin-3-yl)-7-[6-(trifluoromethyl)pyridin-2-yl]-8-oxatricyclo[3.2.1.02,4]octane-6-carboxamide COC1=CC=C(C=N1)NC(=O)[C@@H]1[C@H]2[C@@H]3C[C@@H]3[C@@H]([C@@H]1C1=NC(=CC=C1)C(F)(F)F)O2